(8R,9S,13S,14S,17R)-13-methyl-6,7,8,9,11,12,14,15,16,17-decahydrocyclopenta[a]phenanthrene-3,17-diol C[C@@]12[C@@H](CC[C@H]1[C@@H]1CCC=3C=C(C=CC3[C@H]1CC2)O)O